methyl-2-chloro-N-([4-[5-isopropyl-3-(trifluoromethyl)pyrazol-1-yl]phenyl]methyl)-5-nitropyrimidin-4-amine CC1=C(C(=NC(=N1)Cl)NCC1=CC=C(C=C1)N1N=C(C=C1C(C)C)C(F)(F)F)[N+](=O)[O-]